Acetylcitric acid C(C)(=O)C(C(=O)O)C(O)(C(=O)O)CC(=O)O